1-(2-bromophenyl)-2,2-dihydroxyethan-1-one BrC1=C(C=CC=C1)C(C(O)O)=O